ClC1=NN(C2=CC(=CC=C12)\C=C(\C(=O)OC)/F)C1OCCCC1 methyl (2Z)-3-[3-chloro-1-(oxan-2-yl) indazol-6-yl]-2-fluoroprop-2-enoate